1-ethenylpyrrolidin-2-one C(=C)N1C(CCC1)=O